BrC=1C=C2N(N=CC(=C2NC2C[C@H]3CC[C@@H](C2)N3CCC#N)C(N)=NC3=C(C=C(C=C3)O)Cl)C1 6-bromo-N'-(2-chloro-4-hydroxyphenyl)-4-(((1R,3s,5S)-8-(2-cyanoethyl)-8-azabicyclo[3.2.1]octan-3-yl)amino)pyrrolo[1,2-b]pyridazine-3-carboximidamide